Cl.C1(CC1)C=1C=C(C=2N(C1)C=C(N2)CN)N2CC1N(CC2)CC(C1)(F)F (6-cyclopropyl-8-(7,7-difluorohexahydropyrrolo[1,2-a]pyrazin-2(1H)-yl)imidazo[1,2-a]pyridin-2-yl)methanamine hydrochloride